2-(difluoromethyl)-N-[3-methyl-1,1-dimethyl-2,3-dihydro-1H-inden-4-yl]pyridin-3-carboxamide FC(C1=NC=CC=C1C(=O)NC1=C2C(CC(C2=CC=C1)(C)C)C)F